O[C@@]1([C@@H](CC[C@H](C1)C)C(C)C)C(=O)NCC1(COC1)C1=CC(=CC=C1)COC1OCCCC1 (1S,2S,5R)-1-hydroxy-2-isopropyl-5-methyl-N-((3-(3-(((tetrahydro-2H-pyran-2-yl)oxy)methyl)phenyl)oxetan-3-yl)methyl)cyclohexane-1-carboxamide